(R)-N-((3-((S)-1-cyclopropylethyl)bicyclo[4.2.0]octa-1,3,5-trien-2-yl)carbamoyl)-2-(2-hydroxypropan-2-yl)thiazole-5-sulfonimidamide C1(CC1)[C@H](C)C=1C(=C2CCC2=CC1)NC(=O)N[S@](=O)(=N)C1=CN=C(S1)C(C)(C)O